3,5-dimethylindole CC1=CNC2=CC=C(C=C12)C